6-cyano-N-[(1S)-2-[[(1S)-1-cyano-2-[(3S)-2-oxo-3-piperidyl]ethyl]amino]-1-(cyclopropylmethyl)-2-oxo-ethyl]-1H-indole-2-carboxamide C(#N)C1=CC=C2C=C(NC2=C1)C(=O)N[C@H](C(=O)N[C@@H](C[C@H]1C(NCCC1)=O)C#N)CC1CC1